(S)-2-aminobutanoic acid N[C@H](C(=O)O)CC